(5-(hydroxymethyl)-6-methoxynaphthalen-2-yl)(piperidin-3-yl)methanone hydrochloride Cl.OCC1=C2C=CC(=CC2=CC=C1OC)C(=O)C1CNCCC1